N-(6-bromo-4-methoxypyridin-3-yl)-3-(2-isopropylphenyl)azetidine BrC1=CC(=C(C=N1)N1CC(C1)C1=C(C=CC=C1)C(C)C)OC